6-cyclopropyl-2,3-dihydrobenzo[e][1,4]oxazepine C1(CC1)C1=CC=CC2=NCCOC=C21